CC1(C(N(C2=C1C=NC(=C2)[C@@H]2[C@H](C2)C=2C=1N(N=C(C2)C=2C(NC(NC2)=O)=O)C=CN1)CC(F)(F)F)=O)C 5-[8-[(1S,2S)-2-[3,3-dimethyl-2-oxo-1-(2,2,2-trifluoroethyl)pyrrolo[3,2-c]pyridin-6-yl]cyclopropyl]imidazo[1,2-b]pyridazin-6-yl]-1H-pyrimidine-2,4-dione